[Br-].[In+2].[Br-] indium(II) bromide